CN1CCN(CC1)C=1C=C(C=CC1)NC(=O)[C@H]1[C@@H](N(C(C2=CC=CC=C12)=O)CC=1C=NC=CC1)C1=CC=C(C=C1)C(F)(F)F |o1:16,17| Rel-(3R,4R)-N-(3-(4-methylpiperazin-1-yl)phenyl)-1-oxo-2-(pyridin-3-ylmethyl)-3-(4-(trifluoromethyl)phenyl)-1,2,3,4-tetrahydroisoquinoline-4-carboxamide